C(C)(C)(C)OC(=O)N1CCN(CC1)C1=NC=C(C=C1)C=1C=2N(C=C(C1)OC[C@@H](C)OC)N=CC2C#N (R)-4-(5-(3-cyano-6-(2-methoxypropoxy)pyrazolo[1,5-a]pyridin-4-yl)pyridin-2-yl)piperazine-1-carboxylic acid tert-butyl ester